COC1=C(C(=CC(=C1)CCC1=CC=CC=C1)OC)[C@H]1[C@@H](CCC(=C1)C)C(=C([2H])[2H])C([2H])([2H])[2H] (1R,2R)-2',6'-dimethoxy-5-methyl-4'-phenethyl-2-(prop-1-en-2-yl-d5)-1,2,3,4-tetrahydro-1,1'-biphenyl